N-(5-((2-(3,3-difluoroazetidin-1-yl)ethyl)carbamoyl)-2-methylpyridin-3-yl)-2-(1-methyl-1H-pyrazol-4-yl)pyrazolo[5,1-b]thiazole-7-carboxamide FC1(CN(C1)CCNC(=O)C=1C=C(C(=NC1)C)NC(=O)C=1C=NN2C1SC(=C2)C=2C=NN(C2)C)F